C1(CC1)C1=CC=C(C=C1)C(C)N1C[C@@H](N(C[C@H]1C)C1=CC(N(C=2C=CC(=NC12)C#N)C)=O)C 8-((2s,5r)-4-(1-(4-cyclopropylphenyl)ethyl)-2,5-dimethylpiperazin-1-yl)-5-methyl-6-oxo-5,6-dihydro-1,5-naphthyridine-2-carbonitrile